(2-methylquinolin-6-yl)(4-phenylpiperidin-1-yl)methanone CC1=NC2=CC=C(C=C2C=C1)C(=O)N1CCC(CC1)C1=CC=CC=C1